5-(2-chloroethylamino)-N,N,2-trimethyl-benzenesulfonamide ClCCNC=1C=CC(=C(C1)S(=O)(=O)N(C)C)C